methyl 5-bromo-3-chloro-2-methylbenzoate BrC=1C=C(C(=C(C(=O)OC)C1)C)Cl